ClC1=C(C(=CC(=C1)NC=1C(=NC(=CC1)OCC1=CC=CC=C1)OCC1=CC=CC=C1)F)N1CCC(CC1)(O)CC(=O)OC(C)(C)C tert-Butyl 2-[1-[2-chloro-4-[(2,6-dibenzyloxy-3-pyridyl)amino]-6-fluoro-phenyl]-4-hydroxy-4-piperidyl]acetate